N-(4-hydroxyphenyl)benzamide OC1=CC=C(C=C1)NC(C1=CC=CC=C1)=O